5-(((Cyclopropylmethyl)amino)methyl)-1-(2,2-difluoroethyl)-N-(2-fluoro-5-((1s,3s)-3-methyl-1-(4-methyl-4H-1,2,4-triazol-3-yl)cyclobutyl)phenyl)-2-oxo-1,2-dihydropyridine-3-carboxamide C1(CC1)CNCC=1C=C(C(N(C1)CC(F)F)=O)C(=O)NC1=C(C=CC(=C1)C1(CC(C1)C)C1=NN=CN1C)F